tert-butyl ((3S,4S)-4-(3-fluorophenyl)-1-(imidazo[1,5-a]pyridine-8-carbonyl)piperidin-3-yl)carbamate FC=1C=C(C=CC1)[C@H]1[C@@H](CN(CC1)C(=O)C=1C=2N(C=CC1)C=NC2)NC(OC(C)(C)C)=O